C(C)OC12C(C3=CC=CC=C3C1)(C=1C=CC=CC1C2)O 9a-ethoxy-9a,10-dihydroindeno[1,2-a]inden-4b(9H)-ol